CN(S(OC1=C(C=CC=C1)C(=O)N1CCC2=NC(=CC=C21)SCC2=CC=CC=C2)(=O)=O)C 2-(5-(benzylthio)-2,3-dihydro-1H-pyrrolo[3,2-b]pyridine-1-carbonyl)phenyl dimethylsulfamate